CC1=C(C2=CC=CC(=C2C=C1)C)O 2,5-dimethylnaphthalene-1-ol